ClC=1C=C(C=CC1Cl)N1C(OC(C1=O)(C)C)=O (3,4-dichlorophenyl)-5,5-dimethyloxazolidine-2,4-dione